6-(4-(1H-Pyrazol-1-yl)benzyl)-8-bromoimidazo[1,2-c]pyrimidin-5(6H)-one N1(N=CC=C1)C1=CC=C(CN2C(N3C(C(=C2)Br)=NC=C3)=O)C=C1